N1(CCOCC1)C1=CC=2OC=3C4=C(C=CC3C3(OC(C5=CC=CC=C35)=O)C2C=C1)C=CC=C4 10-(4-Morpholinyl)spiro[7H-benzo[c]xanthene-7,1'(3'H)-isobenzofuran]-3'-one